4-(8-amino-3-((2S,3aR,6aS)-1-(N-isopropylsulfamoyl)hexahydro-1H-furo[3,4-b]pyrrol-2-yl)imidazo[1,5-a]pyrazin-1-yl)-3-fluoro-N-(4-(trifluoromethyl)pyridin-2-yl)benzamide NC=1C=2N(C=CN1)C(=NC2C2=C(C=C(C(=O)NC1=NC=CC(=C1)C(F)(F)F)C=C2)F)[C@@H]2C[C@@H]1[C@H](N2S(NC(C)C)(=O)=O)COC1